propyl 2-methoxypropionate methyl-2-ethoxypropionate COC(C(C)OCC)=O.COC(C(=O)OCCC)C